BrC=1C(=NC=CC1)OCCN1CCOCC1 4-[2-[(3-bromo-2-pyridinyl)oxy]ethyl]morpholine